CN1CC(C1)(C)C(O)(C=1C=NC=C(C1)OC)C1=CC=C(C=C1)C(C)C (1,3-dimethyl-azetidin-3-yl)-(4-isopropyl-phenyl)-(5-methoxy-pyridin-3-yl)-methanol